C(CCCCCCC)N[B] 1-octylaminoboron